8-bromo-4-[(2R)-3-(3,4-dihydro-1H-isoquinolin-2-yl)-2-hydroxypropyl]-2-methyl-2,3-dihydro-1,4-benzoxazepin-5-one BrC1=CC2=C(C(N(CC(O2)C)C[C@@H](CN2CC3=CC=CC=C3CC2)O)=O)C=C1